3-[4-[4-[[4-(3-Aminocyclobutyl)piperazin-1-yl]methyl]-1-piperidyl]-2-chloro-anilino]piperidine-2,6-dione NC1CC(C1)N1CCN(CC1)CC1CCN(CC1)C1=CC(=C(NC2C(NC(CC2)=O)=O)C=C1)Cl